CS(=O)(=O)C1=CC(=CC=N1)OC 6-methanesulfonyl-4-methoxypyridin